COC1=C(C(=CC=C1)N1CCN(CC1)C(C)C)NC(=O)N1CCC(CC1)(C1=NOC(=N1)C(C)C)C N-{2-methoxy-6-[4-(propan-2-yl)piperazin-1-yl]phenyl}-4-methyl-4-[5-(propan-2-yl)-1,2,4-Oxadiazol-3-yl]piperidine-1-carboxamide